N-[(1S)-5-[2-(2-aminopyridin-3-yl)-5-(pyrazol-1-yl)imidazo[4,5-b]pyridin-3-yl]-2,3-dihydro-1H-inden-1-yl]-2-fluoro-6-(prop-2-enamido)benzamide NC1=NC=CC=C1C1=NC=2C(=NC(=CC2)N2N=CC=C2)N1C=1C=C2CC[C@@H](C2=CC1)NC(C1=C(C=CC=C1NC(C=C)=O)F)=O